diethanolamine 4-methoxycinnamate COC1=CC=C(C=CC(=O)O)C=C1.N(CCO)CCO